ClC1=C(C=CC(=C1)F)C(/C=C/C1=CC(=C(OCC(=O)O)C=C1)OC)=O 2-[4-[(E)-3-(2-Chloro-4-fluorophenyl)-3-oxoprop-1-enyl]-2-methoxyphenoxy]acetic acid